COC1=C(C=C(C=C1)OC1=NC=CC(=C1)C(F)(F)F)NC(=O)C1CC(NCC1)=O N-(2-methoxy-5-((4-(trifluoromethyl)pyridin-2-yl)oxy)phenyl)-2-oxopiperidine-4-carboxamide